2-glyceryl-stearate C(C(O)CO)C(C(=O)[O-])CCCCCCCCCCCCCCCC